ClC=1C=C(C(=O)NC2=CC=C(C=C2)[C@@H]2CNCCC2)C=CC1Cl 3,4-Dichloro-N-((R)-4-piperidin-3-yl-phenyl)-benzamid